C([C@@H]1[C@H]([C@@H]([C@](O1)(CO)O[C@@H]2[C@@H](C(=O)[C@@H]([C@H](O2)CO)O)O)O)O)O 3-Ketosucrose